2-phenyl-6,7,8,9-tetrahydro-4H-furo[2,3-D]pyrido[1,2-a]pyrimidine-4-thione C1(=CC=CC=C1)C1=CC2=C(N=C3N(C2=S)CCCC3)O1